3-(2,2-Diphenyl-2-(1-(propionyloxy)propoxy)acetoxy)spiro[bicyclo[3.2.1]octane-8,1'-pyrrolidin]-8-ium formate C(=O)[O-].C1(=CC=CC=C1)C(C(=O)OC1CC2CCC(C1)[N+]21CCCC1)(OC(CC)OC(CC)=O)C1=CC=CC=C1